NC1=NC2=NC=C(N=C2C(N1)=O)CNC1=CC=C(C(=O)N[C@@H](CCC(=O)O)C(=O)O)C=C1 N-[4-(2-amino-3,4-dihydro-4-oxo-6-pteridinylmethyl-amino)-benzoyl]-L-glutamic acid